COCCOCCOCCC(=O)N[C@@H](CCCCN)C(=O)O N2-(3-(2-(2-methoxyethoxy)ethoxy)propanoyl)-L-lysine